NC=1C=2N(C=CN1)C(=NC2C2=C(C=C(C(=O)NC1=NC=CC(=C1)C(F)(F)F)C=C2)OCC)[C@H]2CN1C(C3([C@@H]([C@@H]1CC2)OC)CC3)=O 4-(8-amino-3-((1'S,6'R,8a'S)-1'-methoxy-3'-oxohexahydro-1'H-spiro[cyclopropane-1,2'-indolizin]-6'-yl)imidazo[1,5-a]pyrazin-1-yl)-3-ethoxy-N-(4-(trifluoromethyl)pyridin-2-yl)benzamide